tert-butyl 4-(((4-sulfamoyl-2-((trifluoromethyl)sulfonyl)phenyl)amino)methyl)piperidine-1-carboxylate S(N)(=O)(=O)C1=CC(=C(C=C1)NCC1CCN(CC1)C(=O)OC(C)(C)C)S(=O)(=O)C(F)(F)F